tert-butyl-4'-chloro-9'-(3-(hydroxymethyl)cyclohexyl)-5'H-spiro[cyclohexane-1,7'-indolo[1,2-a]quinazolin]-5'-one C(C)(C)(C)C1=CC=C(C=2C(N=C3N(C12)C1=CC=C(C=C1C31CCCCC1)C1CC(CCC1)CO)=O)Cl